COC=1C=C(C=CC1OC)C1(CC1)C=O (3,4-dimethoxyphenyl)cyclopropanecarbaldehyde